N1CCC1 cis-azetidine